ClC=1C2=C(SC1C=O)C=C(C=C2)OC 3-chloro-6-methoxybenzo[b]thiophene-2-carbaldehyde